1-((S)-2-((6-oxo-5-trifluoromethyl-1-((2-trimethylsilylethoxy)methyl)-1,6-dihydropyridazin-4-yl)amino)propyl)pyrrolidine-3-carboxylic acid O=C1C(=C(C=NN1COCC[Si](C)(C)C)N[C@H](CN1CC(CC1)C(=O)O)C)C(F)(F)F